C1(CCCC1)C1=C(C=NC=2N1N=CC2)NC(=O)NC=2C=NC(=C(C2)C)C2=NOC(=N2)CCCC=O N-(7-Cyclopentylpyrazolo[1,5-a]pyrimidin-6-yl)-N'-{5-methyl-6-[5-(4-oxobutyl)-1,2,4-oxadiazol-3-yl]pyridin-3-yl}urea